C(C)(C)C1C(CC(CC1)C)C(COC)(COC)CCC(C(C)C)(C(C)C)C(C)C 2-(2-isopropyl-5-methylcyclohexyl)-2-(3,3-diisopropyl-4-methylpentyl)-1,3-dimethoxypropane